CC1=NNC(=C1)C1=NSC=2C1=NC(=CC2C(C)(C)N)N2[C@@H](COCC2)C (R)-2-(3-(3-methyl-1H-pyrazol-5-yl)-5-(3-methylmorpholino)isothiazolo[4,5-b]pyridin-7-yl)propan-2-amine